N1C(N)=NC=2N=NNC2C1=O Azaguanin